N-[[6-[3-(2-chloro-4-fluoro-benzoyl)-3,8-diazabicyclo[3.2.1]octan-8-yl]-4-(3,3-difluoropyrrolidin-1-yl)sulfonyl-2-pyridyl]methyl]propanamide ClC1=C(C(=O)N2CC3CCC(C2)N3C3=CC(=CC(=N3)CNC(CC)=O)S(=O)(=O)N3CC(CC3)(F)F)C=CC(=C1)F